methyl 5-bromo-4-isopropyl-1,3a,4,8b-tetrahydrocyclopenta[b]indole-7-carboxylate BrC1=CC(=CC=2C3C(N(C12)C(C)C)C=CC3)C(=O)OC